O1CC=C2N=C3C(C=C21)=NC=C3 furo[3,2-b]pyrrolo[2,3-e]pyridine